ClC=1C(=C(CNC(=O)[C@H]2N(C[C@@H](C2)F)C(=O)OC(C)(C)C)C=C(C1)C=C)F (2S,4R)-tert-Butyl 2-(3-chloro-2-fluoro-5-vinylbenzylcarbamoyl)-4-fluoropyrrolidine-1-carboxylate